COC1=C(C(=O)P(CC(C)C)(C(C2=C(C=CC=C2OC)OC)=O)=O)C(=CC=C1)OC bis(2,6-dimethoxybenzoyl)(2-methylpropan-1-yl)phosphine oxide